(S)-4-(4-propenoyl-2-methylpiperazin-1-yl)-7-chloro-1-(2-isopropyl-4-methylpyridin-3-yl)pyrido[4,3-d]pyrimidin-2(1H)-one C(C=C)(=O)N1C[C@@H](N(CC1)C=1C2=C(N(C(N1)=O)C=1C(=NC=CC1C)C(C)C)C=C(N=C2)Cl)C